NC1=NC(N(C=C1)[C@@H]1O[C@@](C(C1)O)(CO)CC)=O 4-amino-1-[(2R,5R)-5-ethyl-4-hydroxy-5-(hydroxymethyl)oxolan-2-yl]pyrimidin-2-one